5-chloroethynyl-benzoxazinone ClC#CC1=CC=CC2=C1CC(NO2)=O